NCCOCCOCCOCCOCCNC(=O)C=1C=CC(=NC1)NC1=CC(=C(C=N1)C(=O)NC)NC1=C(C(=CC=C1)C1=NC=CC=N1)OC 6-({5-[(14-Amino-3,6,9,12-tetraoxatetradecan-1-yl)carbamoyl]pyridin-2-yl}amino)-4-{[2-methoxy-3-(pyrimidin-2-yl)phenyl]amino}-N-methylpyridine-3-carboxamide